2H,8H-pyrazolo[3,4-b]indole-5-carboxylic acid N=1NC=C2C1NC1=CC=C(C=C21)C(=O)O